C(C)(C)(C)OC(=O)C=1C(=C(N2CCCC12)C(C(=O)OC)=O)C 5-(2-methoxy-2-oxoacetyl)-6-methyl-2,3-dihydro-1H-pyrrolizine-7-carboxylic acid tert-butyl ester